PYRIMIDINYL-OXY-QUINOLINE N1=C(N=CC=C1)OC1=NC2=CC=CC=C2C=C1